furyl-valine O1C(=CC=C1)N[C@@H](C(C)C)C(=O)O